C=1N=CN2C1C1=CC=CC=C1[C@@H]2[C@@H]2CCN1C=CC=C1[C@@H]2O (7S,8R)-7-((S)-5H-Imidazo[5,1-a]isoindol-5-yl)-5,6,7,8-tetrahydroindolizin-8-ol